FC(N1C(C(=CC=C1)NC(C1=C(C=C(C=C1)NS(=O)(=O)CCO)N1CCC2(CC2)CC1)=O)=O)F N-(1-(difluoromethyl)-2-oxo-1,2-dihydropyridin-3-yl)-4-((2-hydroxyethyl)sulfonamido)-2-(6-azaspiro[2.5]octan-6-yl)benzamide